2-(2,3-bis(t-butoxycarbonyl)guanidino)pyridine C(C)(C)(C)OC(=O)N=C(NC1=NC=CC=C1)NC(=O)OC(C)(C)C